4-isopropyl-quinuclidin-3-one hydrochloride salt Cl.C(C)(C)C12C(CN(CC1)CC2)=O